NC1=NC=CC(=C1)C[C@@H]1[C@H](N(C1=O)C(=O)NCC1=CC(=CC=C1)F)C(=O)N(C)C=1N=CN(C1)C (2S,3R)-3-((2-aminopyridin-4-yl)methyl)-N2-(1-methyl-1H-imidazol-4-yl)-N1-((3-fluorophenyl)methyl)-N2-methyl-4-oxoazetidine-1,2-dicarboxamide